ethyl 3-[(E)-2-(dimethylamino)vinyl]pyridazine-4-carboxylate CN(/C=C/C=1N=NC=CC1C(=O)OCC)C